C(C)(C)(C)OC(NCC[C@H]1NCCC1)=O (S)-tert-butyl-2-(pyrrolidin-2-yl)ethylcarbamate